CC1=CC=C(C=C1)NS(=O)(=O)[O-] p-toluenesulphamate